6-bromo-N-methoxy-N-methylbenzo[d]isoxazole-3-carboxamide BrC1=CC2=C(C(=NO2)C(=O)N(C)OC)C=C1